ClC=1C(=CC=C2N=CC(=NC12)C=1C=NN(C1)C1CC(C1)N1CC(C1)(F)F)OC1=CC2=C(N=C(N2)C)C=C1 8-Chloro-2-[1-[3-(3,3-difluoroazetidin-1-yl)cyclobutyl]pyrazol-4-yl]-7-[(2-methyl-3H-benzimidazol-5-yl)oxy]quinoxaline